OC(CNC(OC1CCC(CC1)C(N(CC12CCC(CC1)(CC2)C2=CC(=C(C=C2)OC)C)C2=NC=CC(=C2)C=2C=NN(C2)C(C)C)=O)=O)(C)C 4-((4-(1-Isopropyl-1H-pyrazol-4-yl)pyridin-2-yl)((4-(4-methoxy-3-methylphenyl)bicyclo[2.2.2]octan-1-yl)methyl)carbamoyl)cyclohexyl (2-hydroxy-2-methylpropyl)trans-carbamate